Ethyl 5-amino-3-fluoro-2-(6-methylpyridin-3-yl)benzoate NC=1C=C(C(=C(C(=O)OCC)C1)C=1C=NC(=CC1)C)F